methyl (S)-7-bromo-3-(2-((6,6-dimethylpiperidin-3-yl) amino)-5-(trifluoromethyl) pyrimidin-4-yl)-1H-indole-6-carboxylate BrC=1C(=CC=C2C(=CNC12)C1=NC(=NC=C1C(F)(F)F)N[C@@H]1CNC(CC1)(C)C)C(=O)OC